CC=1C=CC2=C(C(N(CC3=C2C=C(C=C3)C=3C(=NC=CC3)C)C)=O)N1 3,6-Dimethyl-10-(2-methyl-pyridin-3-yl)-6,7-dihydro-4,6-diaza-dibenzo[a,c]cyclohepten-5-one